ClC1=C(C=CC(=C1)F)C1(CC1)C1=NOC(=N1)C1=NN(C(=C1)C(F)F)C 3-(1-(2-chloro-4-fluorophenyl)cyclopropyl)-5-(5-(difluoromethyl)-1-methyl-1H-pyrazol-3-yl)-1,2,4-oxadiazole